C[C@H]1C[C@]2([C@H]3[C@@H](C(=O)[C@@]4([C@H]3[C@@]5(O2)C(=C6CC[C@H]7[C@](O[C@H]8[C@]7(C[C@@]6(O5)CC4)OC(=O)C8)(C)CO)O)C)C)OC1=O The molecule is a triterpenoid that is a nortriterpenoid isolated from Schisandra lancifolia and has been shown to exhibit anti-HIV activity. It has a role as a metabolite and an anti-HIV agent. It is a triterpenoid, a gamma-lactone, an oxaspiro compound, a cyclic ether, a diol and an enol.